7-chloro-1-(2-bromophenyl)quinazolin-2,4(1H,3H)-dione ClC1=CC=C2C(NC(N(C2=C1)C1=C(C=CC=C1)Br)=O)=O